((2R,3S,5R)-2-(((((1-adamantyl)methoxy)carbonyl)oxy)methyl)-5-(6-amino-2-fluoro-9H-purin-9-yl)-2-ethynyltetrahydro-furan-3-yl) isobutyrate C(C(C)C)(=O)O[C@@H]1[C@@](O[C@H](C1)N1C2=NC(=NC(=C2N=C1)N)F)(C#C)COC(=O)OCC12CC3CC(CC(C1)C3)C2